2-Oxa-6-azabicyclo[5.1.0]octane C12OCCCNC2C1